ClC=1C(=C(C=CC1)N1N=NN(C1=O)C)COC=1SC=C(N1)C1=CC=C(C=C1)C 1-[3-chloro-2-[[4-p-tolylthiazol-2-yl]oxymethyl]phenyl]-4-methyltetrazol-5-one